C(C)(C)OC=1C(=NC=CC1)C1=NSC(=N1)NC1=NC=CC(=C1)N1CCCC1 3-(3-isopropoxy-pyridin-2-yl)-N-(4-(pyrrolidin-1-yl)pyridin-2-yl)-1,2,4-thiadiazol-5-amine